OC(CCC(=O)O)CCCCCCCCCCCCCCCCC 4-Hydroxy-heneicosanoic acid